3-[[6-(difluoromethoxy)-4-[2-[(1-methyl-1,2,4-triazol-3-yl)amino]pyrazolo[1,5-a]pyridin-5-yl]-3-pyridyl]oxy]-2,2-dimethyl-propanenitrile FC(OC1=CC(=C(C=N1)OCC(C#N)(C)C)C1=CC=2N(C=C1)N=C(C2)NC2=NN(C=N2)C)F